BrC1=CC=2N(C=C1)C=C(N2)CNC(=O)C=2C=1C=NNC1C=CC2 N-({7-bromoimidazo[1,2-a]pyridin-2-yl}methyl)-1H-indazole-4-carboxamide